C[N+]=1NN=CC1 methyl-N-triazolium